Cl[C@@]1(NC=2N(C(CN(C2C(N1)=O)C)CC)C1CCCC1)N (R)-2-chloro-8-cyclopentyl-7-ethyl-5-methyl-7,8-dihydropterin